C(C1=CC=CC=C1)OC1=C(C(=CC(=C1)OCCCCCCCCCCCCCC)F)Br 1-benzyloxy-2-bromo-3-fluoro-5-(tridecylmethoxy)benzene